N1,N1'-(1,3-Phenylene)bis(N8-hydroxyoctanediamide) C1(=CC(=CC=C1)NC(CCCCCCC(=O)NO)=O)NC(CCCCCCC(=O)NO)=O